5-chloro-6-[9,9-difluoro-1,5-dioxaspiro[5.5]undecan-3-yl]pyridin-3-amine ClC=1C=C(C=NC1C1COC2(OC1)CCC(CC2)(F)F)N